1-(2-chlorobenzyl)-5-methoxy-1H-benzo[d]imidazole ClC1=C(CN2C=NC3=C2C=CC(=C3)OC)C=CC=C1